FC1=CC=C(C=C1)NC(N)=O N'-(4-fluorophenyl)urea